(3-Chlorocinnoline-8-yl)oxy-triisopropylsilane ClC=1N=NC2=C(C=CC=C2C1)O[Si](C(C)C)(C(C)C)C(C)C